C(C)OC(C(=C)CO)=O ethyl-2-(hydroxymethyl)-acrylate